2-chloro-6-ethyl-4-(prop-1-yn-1-yl)phenylacetic acid ClC1=C(C(=CC(=C1)C#CC)CC)CC(=O)O